O=C[C@@H](O)[C@H](O)[C@](O)([C@@H](O)C)[2H] (4-2H)fucose